[Si](C1=CC=CC=C1)(C1=CC=CC=C1)(C(C)(C)C)OCCOCCC1=C(C=CC(=C1)N1CCN(CC1)C)NN1CN=C2C(=C1)C(=CC(N2)=O)C#C[Si](C(C)C)(C(C)C)C(C)C 3-(2-(2-[(tert-butyldiphenylsilyl)oxy]ethoxyethyl)-4-(4-methylpiperazin-1-yl)phenyl)amino-5-[2-(triisopropylsilyl)ethynyl]-8H-pyrido[2,3-d]pyrimidin-7-one